[C@H]12COC[C@H](CC(C1)C1=C(C3=C(N=NC(=C3)C3=C(C=CC=C3)O)N1)CCOC1COCC1)N2 2-(6-((1R,5S)-3-oxa-9-azabicyclo[3.3.1]nonan-7-yl)-5-(2-((tetrahydrofuran-3-yl)oxy)ethyl)-7H-pyrrolo[2,3-c]pyridazin-3-yl)phenol